(5-amino-2-chlorophenyl)boronic acid hydrochloride Cl.NC=1C=CC(=C(C1)B(O)O)Cl